ClC1=C(CNC[C@@H]2[C@]3(C)[C@@H](C[C@@]2(O)CC=C)[C@@H]2CC=C4C[C@H](CC[C@]4(C)[C@H]2CC3)O)C=CC=C1Cl 17β-(2,3-dichlorobenzylaminomethyl)-16α-allyl-16β-hydroxy-androsta-5-en-3β-ol